tert-butyl (3S)-3-methyl-4-oxo-2-oxa-8-azaspiro[4.5]decane-8-carboxylate C[C@@H]1OCC2(C1=O)CCN(CC2)C(=O)OC(C)(C)C